FC1=CC(=CC=2NC(=NC21)C=2C=NC=C(C2N2CC(C2)CN)C2=CC(=C(C(=C2)F)F)F)F 1-{1-[3-(4,6-difluoro-1H-1,3-benzodiazol-2-yl)-5-(3,4,5-trifluorophenyl)pyridin-4-yl]azetidin-3-yl}methanamine